NC1=C(C(=C(OC=2C=CC(=C(C#N)C2)C)C(=C1)F)F)C#C[Si](C)(C)C 5-[4-amino-2,6-difluoro-3-(2-trimethylsilylethynyl)phenoxy]-2-methyl-benzonitrile